Potassium ((2R,3S,4R,5R)-5-(3-carbamoylpyridin-1-ium-1-yl)-3,4-dihydroxytetrahydrofuran-2-yl)methylphosphate C(N)(=O)C=1C=[N+](C=CC1)[C@H]1[C@@H]([C@@H]([C@H](O1)COP(=O)([O-])[O-])O)O.[K+]